C1(CC1)S(=O)(=O)N1N=CC(=C1)C1=NC=CC(=N1)C1(NC=C(C(=C1)NCC1CCC(CC1)N(C)C)C1=NN(C=C1)C(F)F)N 2-(2-(1-(Cyclopropylsulfonyl)-1H-pyrazol-4-yl)pyrimidin-4-yl)-5-(1-(difluoromethyl)-1H-pyrazol-3-yl)-N4-(((1r,4r)-4-(dimethylamino)cyclohexyl)methyl)pyridine-2,4-diamine